OCC1=NC=CC2=CC(=CC=C12)C(=O)OC methyl 1-(hydroxymethyl)isoquinoline-6-carboxylate